ethyl 5-(2-((tert-butoxycarbonyl)amino)ethyl)oxazole-4-carboxylate C(C)(C)(C)OC(=O)NCCC1=C(N=CO1)C(=O)OCC